C(C)OC1=C(C=CC=C1)C1=NC(=NC(=N1)C1=C(C=CC=C1)OCC)C1=C(C=C(C=C1)OCCOC(C(=C)C)=O)O 2,4-Bis(2-ethoxyphenyl)-6-[2-hydroxy-4-(2-methacryloyloxyethoxy)phenyl]s-triazine